BrC=1C=C2C(=NC1)N=C(S2)NC(C2=C(C=NC=C2)C2=C(C=CC=C2)OC)=O N-(6-bromothiazolo[4,5-b]pyridin-2-yl)-3-(2-methoxyphenyl)isonicotinamide